METHIONINEAT N[C@@H](CCSC)C(=O)[O-]